[Si](C)(C)(C(C)(C)C)NS(=O)(=N)C=1SC(=C(C1)C(C)(C)O)C N-(tert-butyldimethylsilyl)-4-(2-hydroxypropan-2-yl)-5-methylthiophene-2-sulfonoimidamide